N-(cyclooctyl-{4-fluoro-5-[(4-methylpiperazin-1-yl)methyl]-1H-benzimidazol-2-yl}-methyl)-2-methylpyrazole-3-carboxamide C1(CCCCCCC1)C(NC(=O)C=1N(N=CC1)C)C1=NC2=C(N1)C=CC(=C2F)CN2CCN(CC2)C